NC(C(=O)[O-])CCC(=O)[O-].[Na+].[Na+] sodium alpha-aminoglutarate